C[NH+](CCCCCCCCCCCCCCCCCC)CCCCCCCCCCCCCCCCCC.B(OC1=C(C(=C(C(=C1F)F)F)F)F)([O-])[O-].C[NH+](CCCCCCCCCCCCCCCCCC)CCCCCCCCCCCCCCCCCC (pentafluorophenyl) borate-methyldioctadecyl-ammonium salt